[Si](C)(C)(C(C)(C)C)OC1(CC1)C1=C(C=CC(=C1)F)O 2-(1-((Tert-Butyldimethylsilyl)oxy)cyclopropyl)-4-fluorophenol